C(C)OC=1C=C2N=C3CCCCC3=C(C2=CC1OC)NC1CCNCC1 6-ethoxy-7-methoxy-N-(piperidin-4-yl)-1,2,3,4-tetrahydroacridin-9-amine